5-(1-oxo-2H-phthalazin-6-yl)naphthalene-2-carboxylic acid O=C1NN=CC2=CC(=CC=C12)C1=C2C=CC(=CC2=CC=C1)C(=O)O